2-bromo-3-(fluoromethyl)pyrazine BrC1=NC=CN=C1CF